[3-(triethoxysilyl)propyl]carbamic acid 2-propynyl ester C(C#C)OC(NCCC[Si](OCC)(OCC)OCC)=O